7-benzyl-1-isobutyl-N-(4-methylbenzyl)-1,2,3,3a,7,7a-hexahydro-6H-3,6-methanopyrrolo[3,2-c]pyridine-6-carboxamide C(C1=CC=CC=C1)C1C2C3C=NC1(CC3CN2CC(C)C)C(=O)NCC2=CC=C(C=C2)C